COC1=CC=C(C=C1)CCCCCCCCC1=CC=C(C=C1)OC 1,8-bis(4-methoxyphenyl)octane